C(C(=C)C)(=O)OCC[SiH](OC)OC 1-(Methacryloxymethyl)methyldimethoxysilane